ClC1=CC=C(C=C1)C1=C(C=CC=C1)[C@@H](C1CCN(CC1)C1=CC=C(C(=O)O)C=C1)O (R)-4-(4-((4'-chloro-[1,1'-biphenyl]-2-yl)(hydroxy)methyl)piperidin-1-yl)benzoic acid